(3-((S)-6-(2,6-dichloro-3,5-dimethoxyphenyl)-4,5,6,7-tetrahydro-1H-indazol-3-yl)tetrahydro-2H-pyran-4-yl)carbamic acid benzyl ester C(C1=CC=CC=C1)OC(NC1C(COCC1)C1=NNC=2C[C@H](CCC12)C1=C(C(=CC(=C1Cl)OC)OC)Cl)=O